C(C)(C)(C)OC(NCCCCNC1=C(C(=NC2=CC(=CC=C12)Br)Cl)N)=O (4-((3-amino-7-bromo-2-chloroquinolin-4-yl)amino)butyl)carbamic acid tert-butyl ester